N-(5-(4-(4-(((3S,4R)-3-hydroxy-4-methoxypyrrolidin-1-yl)methyl)-3-methyl-1H-pyrazol-1-yl)pyrimidin-2-ylamino)-4-methoxy-2-morpholinophenyl)acrylamide O[C@H]1CN(C[C@H]1OC)CC=1C(=NN(C1)C1=NC(=NC=C1)NC=1C(=CC(=C(C1)NC(C=C)=O)N1CCOCC1)OC)C